9-fluoro-11β,17,21-trihydroxy-16a-methylpregna-1,4-diene-3,20-dione F[C@@]12[C@]3(C=CC(C=C3CC[C@H]1[C@@H]1C[C@H]([C@](C(CO)=O)([C@]1(C[C@@H]2O)C)O)C)=O)C